1,4-dimethyl-5-(5-((2R,5S)-5-methylpiperidin-2-yl)benzo[d]thiazol-2-yl)piperazin-2-one CN1C(CN(C(C1)C=1SC2=C(N1)C=C(C=C2)[C@@H]2NC[C@H](CC2)C)C)=O